CN1CCN(CC1)CC1=CC=C(C=N1)NC1=NC=CC(=N1)C1=CN=C2N1C=C(C=C2)C2=CC=CC=C2 N-(6-((4-methylpiperazin-1-yl)methyl)pyridin-3-yl)-4-(6-phenylimidazo[1,2-a]pyridin-3-yl)pyrimidin-2-amine